(methoxymethyl)piperazine-1-carboxylic acid tert-butyl ester C(C)(C)(C)OC(=O)N1C(CNCC1)COC